[Na+].[Na+].N1CC(C1)CC(=O)N1CC(C1)OC1=C(C=2O[B-](CCC2C=C1)(O)O)C(=O)O.N1CC(C1)CC(=O)N1CC(C1)OC1=C(C=2O[B-](CCC2C=C1)(O)O)C(=O)O 8-({1-[(azetidin-3-yl)acetyl]azetidin-3-yl}oxy)-4,4-dihydroxy-5-oxa-4-boranuidabicyclo[4.4.0]deca-1(6),7,9-triene-7-carboxylic acid disodium salt